OC=1C=NC=C(C1C(\C=C\C1=CC=C(C=C1)C)=O)OC (E)-1-(3-hydroxy-5-methoxypyridin-4-yl)-3-(p-tolyl)prop-2-en-1-one